ClC1C(=O)OC(C1Cl)=O 2,3-dichlorosuccinic anhydride